NC=1C=2N(C=CN1)C(=NC2C)[C@@H](C)C=2C(=C(C(=O)NCCN1CCN(CC1)C)C(=C(C2)Cl)F)OC(C)C 3-[(1S)-1-(8-amino-1-methylimidazo[1,5-a]pyrazin-3-yl)ethyl]-5-chloro-6-fluoro-N-[2-(4-methylpiperazin-1-yl)ethyl]-2-[(prop-2-yl)oxy]benzamide